3-chloro-6-[(1-methyl-4-piperidyl)oxy]pyridazine ClC=1N=NC(=CC1)OC1CCN(CC1)C